[5-(1-amino-4-methylphthalazin-6-yl)-2-methoxy-3-methylphenyl]boronic acid NC1=NN=C(C2=CC(=CC=C12)C=1C=C(C(=C(C1)B(O)O)OC)C)C